C(N)(OC(COC1=C(C(=NC=C1)Cl)OC)CC(C)(C)C)=O tert-butyl-(1-((2-chloro-3-methoxypyridin-4-yl) oxy) propan-2-yl) carbamate